(2-hydroxy-2-methylpropyl)pyridine-2-carboxamide OC(CC=1C(=NC=CC1)C(=O)N)(C)C